(4-(4-fluoro-2-(trifluoromethyl)phenyl)piperidin-1-yl)(4,5,6,7-tetrahydro-1H-pyrazolo[4,3-c]pyridin-3-yl)methanone hydrochloride Cl.FC1=CC(=C(C=C1)C1CCN(CC1)C(=O)C1=NNC2=C1CNCC2)C(F)(F)F